tert-butyl (S)-3-(2,3-dichloro-6-fluorophenyl)-3-(3-isopropyl-5-methyl-4-oxo-6-quinazolinylamino)-1-pyrrolidinecarboxylate ClC1=C(C(=CC=C1Cl)F)[C@@]1(CN(CC1)C(=O)OC(C)(C)C)NC=1C(=C2C(N(C=NC2=CC1)C(C)C)=O)C